COC1=CC=C(C=C1)C#CCN1C(C2=CC=CC=C2C1=O)=O 2-(3-(4-methoxyphenyl)prop-2-yn-1-yl)isoindoline-1,3-dione